O1C(=CC=C1)C1=CC=C(C=C1)CNC(=O)C1N(C(CN(C1)CC1=C(C=CC=C1)N1CCC(CC1)O)C)C(C(C)C)=O N-{[4-(furan-2-yl)phenyl]methyl}-4-{[2-(4-hydroxypiperidin-1-yl)phenyl]methyl}-6-methyl-1-(2-methylpropanoyl)piperazine-2-carboxamide